2-(4-((2-butyl-4-oxo-1,3-diazaspiro[4.4]non-1-en-3-yl)methyl)-2-(ethoxymethyl)phenyl)-N-(3-methoxy-5-methylpyrazin-2-yl)pyridine-3-sulphonamide C(CCC)C1=NC2(C(N1CC1=CC(=C(C=C1)C1=NC=CC=C1S(=O)(=O)NC1=NC=C(N=C1OC)C)COCC)=O)CCCC2